1-(5-(5-amino-2-chloro-4-fluoro-3-methylbenzamido)-2-fluoro-4-(4-methylpiperazin-1-yl)phenyl)-1H-1,2,3-triazole-4-carboxylic acid NC=1C(=C(C(=C(C(=O)NC=2C(=CC(=C(C2)N2N=NC(=C2)C(=O)O)F)N2CCN(CC2)C)C1)Cl)C)F